Cl.IC1=CC=C(O[C@H]2CNCC2)C=C1 (R)-3-(4-iodophenoxy)pyrrolidine hydrochloride